1-(4-methoxyphenyl)-3-(naphthalen-2-yl)-4-phenyl-1H-pyrazole COC1=CC=C(C=C1)N1N=C(C(=C1)C1=CC=CC=C1)C1=CC2=CC=CC=C2C=C1